C(C)(CC)C1C(NC2=C(CN1C(=O)C=1NC(NC1)=O)C=CC=C2)=O 3-(sec-butyl)-4-(2-oxo-2,3-dihydro-1H-imidazole-4-carbonyl)-1,3,4,5-tetrahydro-2H-benzo[1,4]diazepin-2-one